2-[bis[2-[bis(carboxymethyl)amino]-ethyl]amino]acetic acid C(=O)(O)CN(CCN(CC(=O)O)CCN(CC(=O)O)CC(=O)O)CC(=O)O